C(C)N1C(NC2=CC(=CC(=C2C1=O)C=O)CN1CCN(CC1)C=1C=CC(=NC1C)C(=O)NC)=O 5-(4-((3-ethyl-5-formyl-2,4-dioxo-1,2,3,4-tetrahydroquinazolin-7-yl)methyl)piperazin-1-yl)-N,6-dimethylpicolinamide